C1(CCC1)C1=C(C=NC=2N1N=CC2)NC(=O)NC=2C=NC(=C(C2)C)C2=NOC(=N2)CCCCC(=O)N2CCN(CC2)C=2C=C1CN(C(C1=CC2)=O)C2C(NC(CC2)=O)=O 1-(7-cyclobutylpyrazolo[1,5-a]pyrimidin-6-yl)-3-[6-[5-[5-[4-[2-(2,6-dioxo-3-piperidyl)-1-oxo-isoindolin-5-yl]piperazin-1-yl]-5-oxo-pentyl]-1,2,4-oxadiazol-3-yl]-5-methyl-3-pyridyl]urea